2-(2-(((5-(3-(dimethylamino)propoxy)-6-methoxybenzo[d]thiazol-2-yl)methyl)carbamoyl)-5,6-difluoro-2,3-dihydro-1H-inden-2-yl)acetic acid CN(CCCOC=1C(=CC2=C(N=C(S2)CNC(=O)C2(CC3=CC(=C(C=C3C2)F)F)CC(=O)O)C1)OC)C